O1C(=CC=C1)N furylamine